N-(3-amino-2,6-difluorophenyl)-N-methylacetamide NC=1C(=C(C(=CC1)F)N(C(C)=O)C)F